C(CC)OC(CCCC(=O)O)=O.C(#N)C1(CCCCC1)C=1C=C2C(=CC=NC2=CC1)C(=O)NCC(=O)N1CSC[C@H]1C#N (R)-6-(1-cyanocyclohexyl)-N-(2-(4-cyanothiazolidin-3-yl)-2-oxoethyl)quinoline-4-carboxamide n-propylglutarate